5-bromo-1-methyl-1H-pyrazolo[3,4-b]pyridine-6-carbonitrile BrC=1C=C2C(=NC1C#N)N(N=C2)C